5-[(2R,5S)-5-methyl-2-piperidyl]-2-(1,2,2-trimethyl-4-piperidyl)indazole C[C@H]1CC[C@@H](NC1)C1=CC2=CN(N=C2C=C1)C1CC(N(CC1)C)(C)C